ClC1=CC(=C(C=NC2=CC=C3C(=CC(OC3=C2)=O)C)C=C1)O 7-((4-chloro-2-hydroxybenzylidene)amino)-4-methyl-coumarin